2,2-dimethyl-4-oxo-3,8,11,14-tetraoxa-5-azahexadecan-16-yl (R)-2-((S)-4-(4-chlorophenyl)-2,3,9-trimethyl-6H-thieno[3,2-f][1,2,4]triazolo[4,3-a][1,4]diazepin-6-yl)butanoate ClC1=CC=C(C=C1)C1=N[C@H](C=2N(C3=C1C(=C(S3)C)C)C(=NN2)C)[C@H](C(=O)OCCOCCOCCOCCNC(OC(C)(C)C)=O)CC